C(CC)C([O-])CCC.[Mg+2].C(CC)C([O-])CCC magnesium propyl-n-butoxide